10-isopropylphenoxazine-2,7-diamine C(C)(C)N1C2=CC=C(C=C2OC=2C=CC(=CC12)N)N